N1C=CC=2C1=NC=C(C2)OC2=C(C(=O)N)C=CC=C2 2-(1H-pyrrolo-[2,3-b]pyridin-5-yloxy)benzamide